C(C)OC(CC1=C(C(=CC=C1)C#N)O[C@@H]1CCC2=CC=C(C=C12)C1=CC=C2C=CN=C(C2=C1)N)=O (R)-2-(2-((6-(1-aminoisoquinolin-7-yl)-2,3-dihydro-1H-inden-1-yl)oxy)-3-cyanophenyl)acetic acid ethyl ester